3-acetoxy-3-methylpentane-1,5-dicarboxylic anhydride C(C)(=O)OC1(CCC(=O)OC(=O)CC1)C